tert-Butyl 3-(4-bromophenyl)-3-fluoro-2,6-dioxopiperidine-1-carboxylate BrC1=CC=C(C=C1)C1(C(N(C(CC1)=O)C(=O)OC(C)(C)C)=O)F